C(#N)C=1C=C(C=CC1)C=1N=C(SC1C1=CC(=NC(=C1)C)C)NC(=O)N1CCN(C2(CC2)C1)C(=O)OC(C)(C)C tert-Butyl 7-[[4-(3-cyanophenyl)-5-(2,6-dimethyl-4-pyridyl)thiazol-2-yl]carbamoyl]-4,7-diazaspiro[2.5]octane-4-carboxylate